NC1=C(C=C(C2=CC=CC=C12)S(=O)(=O)O)O 4-amino-3-hydroxy-1-naphthalenesulfonic acid